[C-]1(C=CC=C1)[C-]1C=CC=C1.[CH-]1C=CC=C1.[Fe+2].[CH-]1C=CC=C1.[Fe+2] ferrocenyl-ferrocene